4-((7-chloro-4-(cyclopropylmethyl)-1,1-dioxo-3-oxo-3,4-dihydro-2H-benzo[e][1,2,4]thiadiazin-2-yl)methyl)-N-hydroxybenzoamide ClC1=CC2=C(N(C(N(S2(=O)=O)CC2=CC=C(C(=O)NO)C=C2)=O)CC2CC2)C=C1